C1(CC1)NC=1SC(=CN1)C1=NC=2C(=NC=C(C2)C=2C(=C(C=CC2C)O)C)N1 3-(2-(2-(cyclopropylamino)thiazol-5-yl)-3H-imidazo[4,5-b]pyridin-6-yl)-2,4-dimethylphenol